deoxycytidine-13C [13C@@H]1(C[C@H](O)[C@@H](CO)O1)N1C(=O)N=C(N)C=C1